Butyl-4-hydroxy-1,3-diisopropyl-pyrazol C(CCC)C1=C(C(=NN1C(C)C)C(C)C)O